N(=[N+]=[N-])CC[C@@H](C(=O)O)NC(CCCCCCCCCCCCCS(=O)(=O)O)=O (2S)-4-azido-2-(14-sulfotetradecanamido)butanoic Acid